ClC1=C(C=C(C=C1)[C@@H]1[C@H](C1)C(=O)ON1C(C2=CC=CC=C2C1=O)=O)C#N 1,3-dioxoisoindolin-2-yl (1S,2S)-2-(4-chloro-3-cyanophenyl)cyclopropane-1-carboxylate